FC(CCN1C[C@@H]([C@H](CC1)NC(=O)C1=CC(=CC=2N(C=NC21)CC(F)(F)F)C#CCNC=2C(OC)=CC=C(C2)S(=O)(=O)C)C)F N-[(3S,4S)-1-(3,3-difluoropropyl)-3-methyl-4-piperidyl]-6-[3-(4-mesyl-2-anisidino)-1-propynyl]-1-(2,2,2-trifluoroethyl)-1H-1,3-benzimidazole-4-carboxamide